FC1=CC=C(C(=O)O[C@@H]2[C@H]([C@H]([C@H](O[C@@]23CCCO3)CO)O)N3N=NC(=C3)C3=CC(=C(C(=C3)F)F)F)C=C1 (5S,7R,8R,9S,10R)-8-hydroxy-7-(hydroxymethyl)-9-(4-(3,4,5-trifluorophenyl)-1H-1,2,3-triazol-1-yl)-1,6-dioxaspiro[4.5]decan-10-yl 4-fluorobenzoate